C(CCC)OC1=CC=C(C(=O)NC2=CC=C(C=C2)C(\C=C\C2=CC=C(C=C2)N(C)CCO)=O)C=C1 4-Butoxy-N-[4-[(E)-3-[4-[2-hydroxyethyl(methyl)amino]phenyl]prop-2-enoyl]phenyl]benzamide